Hexadecyl-1,2,3-Triazole C(CCCCCCCCCCCCCCC)C=1N=NNC1